4-((1-(4,8-dichloro-1-oxo-2-phenyl-1,2-dihydroisoquinolin-3-yl)ethyl)amino)-8-(4-methoxybenzyl)pyrido[2,3-d]pyrimidin-5(8H)-one ClC1=C(N(C(C2=C(C=CC=C12)Cl)=O)C1=CC=CC=C1)C(C)NC=1C2=C(N=CN1)N(C=CC2=O)CC2=CC=C(C=C2)OC